tin tetrachloride tetrahydrate O.O.O.O.[Sn](Cl)(Cl)(Cl)Cl